C12(CC3CC(CC(C1)C3)C2)NCC=2C=NC(=NC2)C2=C(C=C(C#N)C=C2)OC=2N(N=C(C2)C2=NC=CC=C2)C 4-[5-[(1-adamantylamino)methyl]pyrimidin-2-yl]-3-(2-methyl-5-pyridin-2-ylpyrazol-3-yl)oxybenzonitrile